C1(CC1)S(=O)(=O)N1N=CC(=C1)C1=NC=CC(=N1)NC1=NC=C(C(=C1)NC1CCC(CC1)NCCF)C1=NN(C(=C1)C(F)(F)F)C N2-(2-(1-(Cyclopropylsulfonyl)-1H-pyrazol-4-yl)pyrimidin-4-yl)-N4-((1s,4s)-4-((2-fluoroethyl)amino)cyclohexyl)-5-(1-methyl-5-(trifluoromethyl)-1H-pyrazol-3-yl)pyridine-2,4-diamine